2-chloro[1,3]thiazolo[5,4-b]pyridine ClC=1SC2=NC=CC=C2N1